BrC=1C=2N(C=C(C1)C1CC1)C=C(N2)C(C)O 1-(8-bromo-6-cyclopropylimidazo[1,2-a]pyridin-2-yl)ethan-1-ol